ClC=1N=CC2=C(N1)C(=NN2C)C2=CCC(CC2)OC(F)F 5-chloro-3-[4-(difluoromethoxy)cyclohex-1-en-1-yl]-1-methylpyrazolo[4,3-d]pyrimidine